Cl.N1C[C@H](CC1)NC(=O)C1=NC=NC(=C1)C1=CC(=C(C=C1)Cl)Cl 6-(3,4-Dichloro-phenyl)-pyrimidine-4-carboxylic acid (S)-pyrrolidin-3-ylamide hydrochloride salt